CN([C@@H](COC)C(=O)O)C1=CC=C2C(=CC(OC2=C1)=O)C1=C(C=CC=C1)C N,O-dimethyl-N-(2-oxo-4-(o-tolyl)-2H-chromen-7-yl)serine